5-((1-(2-Chloro-3-fluorophenyl)ethyl)amino)-N-((R,E)-4-(methylsulfonyl)but-3-en-2-yl)pyrimidine-2-carboxamide ClC1=C(C=CC=C1F)C(C)NC=1C=NC(=NC1)C(=O)N[C@H](C)\C=C\S(=O)(=O)C